C1(CC1)C1=CC(=NN1)NC(C(C)C=1C=NN(C1)C1=CC(=C(C=C1)F)C)=O N-(5-cyclopropyl-1H-pyrazol-3-yl)-2-[1-(4-fluoro-3-methylphenyl)pyrazol-4-yl]propanamide